CC=1C(OC2=CN(C=CC21)C)=O 3,6-dimethylfuro[2,3-c]pyridin-2(6H)-one